BrC1=C(C2=C(CN3[C@@H](CO2)CN(CC3)C(=O)OC(C)(C)C)C=C1I)F tert-butyl (12aR)-9-bromo-10-fluoro-8-iodo-3,4,12,12a-tetrahydro-6H-pyrazino[2,1-c][1,4]benzoxazepine-2(1H)-carboxylate